BrC1=CC(=NC(=C1)C(F)F)C#N 4-Bromo-6-(difluoromethyl)-2-cyanopyridine